ClC1=CC(=NC=C1C(=O)NC1CC1)Cl 4,6-dichloro-N-cyclopropylnicotinamide